[Sb]=[Te].[Ag] Silver antimony telluride